[Si]([O-])([O-])(O)O.[O-2].[Ca+2].[Ca+2] di-calcium oxide silicate